[B].FC1=CC=C(C=C1)N1C(C=2C(C1=O)=CC=CC2)=O N-(4-fluorophenyl)phthalimide boron